N[C@@H](CCS=C(C)[O-])C1=CC=CC=C1 (S)-S-(3-amino-3-phenylpropyl)ethanethioate